benzyl (4aS,8aR)-4-((4-nitrophenyl)sulfonyl)hexahydro-2H-pyrido[4,3-b][1,4]oxazine-6(5H)-carboxylate [N+](=O)([O-])C1=CC=C(C=C1)S(=O)(=O)N1[C@@H]2[C@H](OCC1)CCN(C2)C(=O)OCC2=CC=CC=C2